methyl 2-fluoro-4-methyl-5-[2-methyl-8-(morpholin-4-yl)imidazo[1,2-a]pyridin-6-yl]benzoate FC1=C(C(=O)OC)C=C(C(=C1)C)C=1C=C(C=2N(C1)C=C(N2)C)N2CCOCC2